3-[(tert-butoxycarbonyl)amino]-4-(5-methoxy-2-nitrophenyl)butanoate C(C)(C)(C)OC(=O)NC(CC(=O)[O-])CC1=C(C=CC(=C1)OC)[N+](=O)[O-]